5-bromo-2-methyl-8-phenylimidazo[1,2-a]pyrazin-6-amine BrC1=C(N=C(C=2N1C=C(N2)C)C2=CC=CC=C2)N